C(C)OC1CCC(CC1)NC1=NC=C(C(=N1)NC1(CCCC1)CC)C(=O)N 2-((1r,4r)-4-ethoxycyclohexylamino)-4-(1-ethylcyclopentylamino)pyrimidine-5-carboxamide